COC1=CC=C(COC=2C=C(C#N)C=CC2C(C2=CC=NC=C2)OC2=CC=C3C(CCOC3=C2C)=O)C=C1 3-((4-methoxybenzyl)oxy)-4-(((8-methyl-4-oxochroman-7-yl)oxy)(pyridin-4-yl)methyl)benzonitrile